(R)-2-(((tert-butyldiphenylsilyl)oxy)methyl)pyrrolidine [Si](C1=CC=CC=C1)(C1=CC=CC=C1)(C(C)(C)C)OC[C@@H]1NCCC1